ClC1=CC=C(C=C1)N1C(=NN=C1CCOCC1=CC=CC=C1)[C@@H]1CC[C@H](CC1)OC1=NC=CC=C1 trans-2-[4-[4-(4-chlorophenyl)-5-(2-phenylmethoxyethyl)-1,2,4-triazol-3-yl]cyclohexyl]oxy-pyridine